N-(4-(chlorodifluoromethoxy)phenyl)-6-(4-((2-(2,4-dioxotetrahydropyrimidin-1(2H)-yl)-1-oxoisoindolin-5-yl)methyl)piperazin-1-yl)-5-(1H-pyrazol-3-yl)nicotinamide ClC(OC1=CC=C(C=C1)NC(C1=CN=C(C(=C1)C1=NNC=C1)N1CCN(CC1)CC=1C=C2CN(C(C2=CC1)=O)N1C(NC(CC1)=O)=O)=O)(F)F